C(C)OC(OCC(C)(C)OC(C)C1=CCC(C1)(C)C)=O carbonic acid 2-[1-(4,4-dimethyl-1-cyclopenten-1-yl) ethoxy]-2-methylpropyl ethyl ester